FC=1C=CCN(C1)C1CC(C1)C1=NN=C(N1C1=C(C=CC=C1)F)C1=NC=C(C=C1)S(=O)(=O)C 5-fluoro-N-((1S,3r)-3-(4-(2-fluorophenyl)-5-(5-(methylsulfonyl)pyridin-2-yl)-4H-1,2,4-triazol-3-yl)cyclobutyl)pyridine